2-Cyclohexyl-L-Glycine C1(CCCCC1)[C@H](N)C(=O)O